FC1=CC=C(C=C1)C1=CC=NC=C1 4-(4-fluorophenyl)pyridine